C(CC=C)C1=CC(=CCN1C1=C(C(=NC=C1C=C)Cl)F)O 6-(but-3-en-1-yl)-2'-chloro-3'-fluoro-4-hydroxy-5'-vinyl-2H-[1,4'-bipyridine]